TRICYCLO[5.2.1.0(2,6)]DEC-4-EN C12C3CC=CC3C(CC1)C2